S1C2=C(C=C1)C=C(C=C2)CNC(=O)C2CN(CCC2)C=2C=1C(N=CN2)=NN(C1)C1=CC(=C(C=C1)C)F N-(benzo[b]thiophen-5-ylmethyl)-1-(2-(3-fluoro-4-methylphenyl)-2H-pyrazolo[3,4-d]pyrimidin-4-yl)piperidine-3-carboxamide